9-phosphabicyclo[3.3.1]nonane C12CCCC(CCC1)P2